(E)-5-phenyl-3-((3-((E)-2-(pyridin-4-yl)vinyl)-1H-indazol-6-yl)methylene)pyrrolidin-2-one trifluoroacetate FC(C(=O)O)(F)F.C1(=CC=CC=C1)C1C\C(\C(N1)=O)=C/C1=CC=C2C(=NNC2=C1)\C=C\C1=CC=NC=C1